C(C)(C)(C)OC(=O)N1[C@@H](CC2(OCCC3=C2SC(=C3)Br)CC1)C=1N=NN(C1)C[Si](C)(C)C (2S)-2'-bromo-2-(1-((trimethylsilyl)methyl)-1H-1,2,3-triazol-4-yl)-4',5'-dihydrospiro[piperidine-4,7'-thieno[2,3-C]pyran]-1-carboxylic acid tert-butyl ester